(S)-2-(2-(2,2-dimethyl-3-oxo-2,3-dihydrobenzofuran-6-ylamino)-5-(1,3,4-oxadiazol-2-yl) pyrimidin-4-ylamino)-2-phenylethyl acetate C(C)(=O)OC[C@H](C1=CC=CC=C1)NC1=NC(=NC=C1C=1OC=NN1)NC1=CC2=C(C(C(O2)(C)C)=O)C=C1